2-((5-(5-(difluoromethyl)-1,3,4-oxadiazol-2-yl)pyridin-2-yl)methyl)-7-(4-ethylpiperazin-1-yl)-4,4-dimethylisoquinoline-1,3(2H,4H)-dione FC(C1=NN=C(O1)C=1C=CC(=NC1)CN1C(C2=CC(=CC=C2C(C1=O)(C)C)N1CCN(CC1)CC)=O)F